nitrogen Indol-2-one N=1C(C=C2C=CC=CC12)=O.[N]